(2s,5r)-5-((tert-butoxycarbonyl)amino)-3-oxabicyclo[4.1.0]Heptane-2-carboxylic acid C(C)(C)(C)OC(=O)N[C@H]1CO[C@@H](C2CC12)C(=O)O